benzyl (R)-(2-(5-(1-aminoethyl)selenophene-3-yl)benzyl)(methyl)carbamate N[C@H](C)C1=CC(=C[Se]1)C1=C(CN(C(OCC2=CC=CC=C2)=O)C)C=CC=C1